Methyl N-(cyanomethyl)-N-(2-((S)-5-oxo-1-(2,3,5-trifluorobenzyl)pyrrolidin-2-yl)acetyl)-L-valinate C(#N)CN([C@@H](C(C)C)C(=O)OC)C(C[C@H]1N(C(CC1)=O)CC1=C(C(=CC(=C1)F)F)F)=O